NC1=CC(=C(C=C1)C1=NC(=C(C(=N1)N)Cl)N(C(=O)OC(C)(C)C)C(=O)OC(C)(C)C)F (4-amino-2-fluorophenyl)-5-chloro-N6,N6-Di-tert-Butoxycarbonylpyrimidine-4,6-diamine